(2S)-1,1,1-trifluoro-2-butylamine FC([C@H](CC)N)(F)F